C1(=CC=C(C=C1)NC1=CC=2C(C3=CC=CC=C3C2C=C1)(C1=CC=CC=C1)C1=CC=CC=C1)C1=CC=CC=C1 N-1,1'-biphenyl-4-yl-9,9-diphenyl-9H-fluoren-2-amine